ClC1=NC=CC(=C1F)C=1C(=NN(N1)C1COC1)C(C)N(C(OC(C)(C)C)=O)C tert-butyl (1-(5-(2-chloro-3-fluoropyridin-4-yl)-2-(oxetan-3-yl)-2H-1,2,3-triazol-4-yl)ethyl)(methyl)carbamate